C(C)(C)(C)OC(NC1(CCN(CC1)C1=C(C(=CC=C1)N)N)C)=O tert-butyl(1-(2,3-diaminophenyl)-4-methylpiperidin-4-yl)carbamate